di(perfluorooctanoyl)peroxide FC(C(=O)OOC(C(C(C(C(C(C(C(F)(F)F)(F)F)(F)F)(F)F)(F)F)(F)F)(F)F)=O)(C(C(C(C(C(C(F)(F)F)(F)F)(F)F)(F)F)(F)F)(F)F)F